Palladium methanesulfonate CS(=O)(=O)[O-].[Pd+2].CS(=O)(=O)[O-]